1-(2-chlorophenyl)-4-benzoyl-2H-pyrido[2,1-a]isoquinolin-2-one ClC1=C(C=CC=C1)C=1C(C=C(N2C1C1=CC=CC=C1C=C2)C(C2=CC=CC=C2)=O)=O